[Si](C1=CC=CC=C1)(C1=CC=CC=C1)(C(C)(C)C)OC[C@H]1N(CCC(CC1)=O)C(=O)OC(C)(C)C tert-butyl (S)-2-(((tert-butyldiphenylsilyl)oxy)methyl)-5-oxoazepane-1-carboxylate